2-(6-(((1s,3r,5r)-6,6-difluoro-8-azabicyclo[3.2.1]oct-3-yl)oxy)pyridazin-3-yl)-5-(1H-imidazol-1-yl)phenol FC1([C@H]2C[C@@H](C[C@@H](C1)N2)OC2=CC=C(N=N2)C2=C(C=C(C=C2)N2C=NC=C2)O)F